3-trifluoromethoxyphenyl-boronic acid FC(OC=1C=C(C=CC1)B(O)O)(F)F